FC(CN1C=2C(=CC(=C1)C(F)(F)F)N=C(C2F)C2=C(C=C(C=N2)C2=CC=C(C=C2)C2(CC2)C#N)S(=O)(=O)CC)F 1-(4-{6-[4-(2,2-difluoroethyl)-3-fluoro-6-(trifluoromethyl)-4H-pyrrolo[3,2-b]pyridin-2-yl]-5-(ethanesulfonyl)pyridin-3-yl}phenyl)cyclopropane-1-carbonitrile